7,9-dihydro-8H-purine-8-one N1=CN=C2NC(NC2=C1)=O